(E)-N-(4-((4-(pyridin-4-yl)-4-styrylpiperidin-1-yl)methyl)phenyl)acetamide N1=CC=C(C=C1)C1(CCN(CC1)CC1=CC=C(C=C1)NC(C)=O)\C=C\C1=CC=CC=C1